C(#N)N=C(NCCCCCCC1CN(CC1)C1NCCC1)NC1=C(C=NC=C1)F 2-cyano-1-(6-(1-(2-pyrrolidinyl)pyrrolidine-3-yl)hexyl)-3-(3-fluoro-4-pyridinyl)guanidine